CN(C=1C=C(C=C(C1)C(F)(F)F)C1CCC2(CN(C2)C(=O)C2CC(C2)(C)O)CC1)C (7-(3-(Dimethylamino)-5-(trifluoromethyl)phenyl)-2-azaspiro[3.5]nonan-2-yl)((1s,3s)-3-hydroxy-3-methylcyclobutyl)methanone